CC1=C(C=2N(C=C1C1=C(C3=NC(=CC=C3N1)N1C[C@H](N(C[C@@H]1C)C(CN1CCCC1)=O)C)C(C)C)N=CN2)C 1-((2r,5s)-4-(2-(7,8-dimethyl-[1,2,4]triazolo[1,5-a]pyridin-6-yl)-3-isopropyl-1H-pyrrolo[3,2-b]pyridin-5-yl)-2,5-dimethylpiperazin-1-yl)-2-(pyrrolidin-1-yl)ethan-1-one